[Na+].[Se](=O)([O-])[O-].[Na+] sodium Selenite sodium